C(CCCCCCCCCCCCCCCCC)(=O)[O-].C(CCCCCCCCCCCCCCCCC)(=O)[O-].C(CCCCCCCCCCCCCCCCC)(=O)[O-].[Al+3] aluminum tris(octadecanoate)